5-bromo-6-(1,3-dioxolan-2-yl)benzo[d][1,3]dioxole BrC1=CC2=C(OCO2)C=C1C1OCCO1